BrC1=C(COC2=C3C(C=C(OC3=CC=C2)C(=O)NN[C@@H]([C@H](C)CC)C(=O)N[C@@H](CC(C)C)C(=O)OC)=O)C=CC=C1 methyl (5-((2-bromobenzyl)oxy)-4-oxo-4H-chromene-2-carbonylamino)-L-alloisoleucyl-L-leucinate